Perfluorophenyl 2-(4-fluoro-5-methoxy-1H-indol-3-yl)acetate FC1=C2C(=CNC2=CC=C1OC)CC(=O)OC1=C(C(=C(C(=C1F)F)F)F)F